3-cyclopropyl-7-[3-(cyclopropylmethylamino)-1,2,4-triazol-4-yl]-N-(1,1-dideutero-2-methylpropyl)-8,9-dihydro-7H-cyclopenta[H]isoquinoline-5-sulfonamide C1(CC1)C=1N=CC=2C3=C(C=C(C2C1)S(=O)(=O)NC(C(C)C)([2H])[2H])C(CC3)N3C(=NN=C3)NCC3CC3